(2-((3-Fluoro-4-(methylsulfonyl)phenyl)amino)-4-(2-methoxypyridin-4-yl)thiazol-5-yl)methanol FC=1C=C(C=CC1S(=O)(=O)C)NC=1SC(=C(N1)C1=CC(=NC=C1)OC)CO